(S)-4-{7-benzyl-2-[((2S,4R)-4-methoxy-1-methylpyrrolidin-2-yl)methoxy]-5,6,7,8-tetrahydropyrido[3,4-d]pyrimidin-4-yl}-2-(cyanomethyl)piperazine-1-carboxylic acid tert-butyl ester C(C)(C)(C)OC(=O)N1[C@H](CN(CC1)C=1C2=C(N=C(N1)OC[C@H]1N(C[C@@H](C1)OC)C)CN(CC2)CC2=CC=CC=C2)CC#N